(4S,5R)-5-METHYL-7-OCTENE-4-SULFONAMIDE C[C@@H]([C@H](CCC)S(=O)(=O)N)CC=C